CC1=NOC(=C1C=1C=C2C(=NC(=NC2=CC1)N1CCN(CC1)C(C)N(C)C)N1C(COCC1)C1=CC=CC=C1)C (4-(6-(3,5-dimethylisoxazol-4-yl)-4-(3-phenylmorpholino)quinazolin-2-Yl)piperazin-1-yl)-N,N-dimethylethylamine